tert-butyl 4-((3,5-dichloropyridin-4-yl)carbamoyl)piperidine-1-carboxylate ClC=1C=NC=C(C1NC(=O)C1CCN(CC1)C(=O)OC(C)(C)C)Cl